(+)-(2RS)-4,4-difluoro-N-{4-[(6R or S)-3-(2-fluoroanilino)-5,6-dimethyl-4-oxo-4,5,6,7-tetrahydro-1H-pyrrolo[3,2-c]pyridin-2-yl]pyridin-2-yl}-2-(4-fluorophenyl)butanamide FC(C[C@@H](C(=O)NC1=NC=CC(=C1)C1=C(C=2C(N([C@@H](CC2N1)C)C)=O)NC1=C(C=CC=C1)F)C1=CC=C(C=C1)F)F |&1:3,o1:18|